C(CCC)O[Ge] n-butoxygermanium